CC1=CC(OC2=C(C=C(C=C12)[C-]1C=CC=C1)C1=CC=CC=C1)=O.[CH-]1C=CC=C1.[Fe+2] 4-methyl-6-ferrocenyl-8-phenylcoumarin